butyne phosphoramidite P(O)(O)N.C#CCC